FC(CCC=1C(=NC(=NC1)N)OC)F 5-(3,3-difluoropropyl)-4-methoxy-pyrimidin-2-amine